FC=1C=C2C(C(=CN3C2=C(C1F)OCC3C)CN[C@@H]3CN(CCC3)C=3C=NC(=CC3)[N+](=O)[O-])=O 9,10-difluoro-3-methyl-6-((((S)-1-(6-nitropyridin-3-yl)piperidin-3-yl)amino)methyl)-2H-[1,4]oxazino[2,3,4-ij]quinolin-7(3H)-one